FC(C(=O)O)(F)F.BrC1=C2C(N(C=NC2=CC=C1NC=1C(=C(C=CC1F)NS(=O)(=O)N1C[C@@H](CC1)OC)Cl)C)=O (R)-N-(3-((5-bromo-3-methyl-4-oxo-3,4-dihydroquinazolin-6-yl)amino)-2-chloro-4-fluorophenyl)-3-methoxypyrrolidine-1-sulfonamide trifluoroacetate